FC(CN1N=C2C(N(C(N(C2)C2CCN(CC2)C2=C(C=CC=C2C)F)=O)CC2=NC=CC=C2C(F)(F)F)=C1)(C)F 2-(2,2-difluoro-propyl)-6-[1-(2-fluoro-6-methyl-phenyl)-piperidin-4-yl]-4-(3-trifluoromethyl-pyridin-2-ylmethyl)-2,4,6,7-tetrahydro-pyrazolo[4,3-d]pyrimidin-5-one